(Mercaptomethyl)-1,4-dithian SCC1SCCSC1